7-(5-{[(2R,3S,5S)-2-fluoro-8-azabicyclo[3.2.1]octan-3-yl](methyl)amino}pyrazin-2-yl)-8-hydroxy-2-methyl-4H-chromen-4-one F[C@@H]1C2CC[C@@H](C[C@@H]1N(C=1N=CC(=NC1)C1=CC=C3C(C=C(OC3=C1O)C)=O)C)N2